C[C@@](C(=O)N)(CC(F)F)NC(=O)OC(C(F)(F)C1=CC(=CC=C1)Cl)C1=CC=CC=C1 Methyl-(2S)-2-(((2-(3-chlorophenyl)-2,2-difluoro-1-phenylethoxy)carbonyl)amino)-4,4-difluorobutyramide